ClC=1C=C(CNCCN2N=C3C=CC=CC3=C2)C=C(C1)C N-(3-chloro-5-methylbenzyl)-2-(2H-indazol-2-yl)ethan-1-amine